BrC1=C(OCC2=CC=C(C=C2)NC([C@H](CCCNC(=O)N)NC(=O)C2(CCC2)C(=O)OCC)=O)C=CC(=C1)F (S)-ethyl 1-((1-((4-((2-bromo-4-fluorophenoxy)methyl)phenyl)amino)-1-oxo-5-ureidopentan-2-yl)carbamoyl)cyclobutanecarboxylate